4-((6-methoxy-1,2,4,5-tetrahydro-3H-benzo[d]azepin-3-yl)methyl)-N-hydroxybenzamide COC1=CC=CC=2CCN(CCC21)CC2=CC=C(C(=O)NO)C=C2